(4-amino-1,3-dihydrofuro[3,4-c][1,7]naphthyridin-8-yl)-[(2S)-2-[4-(trifluoromethyl)phenyl]-1-piperidyl]methanone NC1=NC=2C=NC(=CC2C2=C1COC2)C(=O)N2[C@@H](CCCC2)C2=CC=C(C=C2)C(F)(F)F